C(C)(C)(C)C1=C(C(=CC=C1C)O)C(C)(C)C bis-t-butyl-p-cresol